5,11-dibromo-2,8-bis(2-decyltetradecyl)thieno[3',2':5,6]benzo[1,2,3,4-lmn]thieno[2,3-f][3,8]phenanthroline-1,3,7,9(2H,8H)-tetraon BrC1=CC=2C(=C3C(N(C(C4=C3C3=C(C(N(C(C23)=O)CC(CCCCCCCCCCCC)CCCCCCCCCC)=O)C2=C4C=C(S2)Br)=O)CC(CCCCCCCCCCCC)CCCCCCCCCC)=O)S1